(2-hydroxyphenyl)-morpholin-4-ylmethanone OC1=C(C=CC=C1)C(=O)N1CCOCC1